3-Benzyl-6-(4-imidazolyl)methyl-2,5-diketopiperazine C(C1=CC=CC=C1)C1C(NC(C(N1)=O)CC=1N=CNC1)=O